FC(C(C(OCC(C(F)(F)F)(F)F)(F)F)F)(F)F 1,1,1,2,3,3-hexafluoro-3-(2,2,3,3,3-pentafluoropropoxy)propane